(R)-3-(((3s,4R,5r)-3,4,5-tris(benzyloxy)piperidin-1-yl)methyl)piperidine-1-carboxylic acid tert-butyl ester C(C)(C)(C)OC(=O)N1C[C@H](CCC1)CN1C[C@@H](C([C@@H](C1)OCC1=CC=CC=C1)OCC1=CC=CC=C1)OCC1=CC=CC=C1